C[C@@H]1N(C[C@@H](CC1)C1=NC(=CC(=N1)NC1=CC(=CC(=C1)C=1N=NN(C1)C)C)C1=NC=CN=C1)C(C)=O 1-((2S,5R)-2-methyl-5-(4-((3-methyl-5-(1-methyl-1H-1,2,3-triazol-4-yl)phenyl)amino)-6-(pyrazin-2-yl)pyrimidin-2-yl)piperidin-1-yl)ethan-1-one